FC1(CC=C(CC1)C1=C(C(=NC=C1)C1=CC=C(C=C1)F)NC(=O)C=1C=NC(=NC1)C(C)C)F N-(4-(4,4-difluorocyclohex-1-en-1-yl)-2-(4-fluorophenyl)pyridin-3-yl)-2-isopropyl-pyrimidine-5-carboxamide